3-amino-6-chloro-5-(5-methylfuran-3-yl)pyrazine-2-carboxylic acid methyl ester COC(=O)C1=NC(=C(N=C1N)C1=COC(=C1)C)Cl